FC1(CCC(CC1)C(NC(=O)C1=CC=NN1C)C=1OC2=C(N1)C=C(C=C2)CC2C(NC(C2)C(F)(F)F)=O)F N-((4,4-difluorocyclohexyl)(5-((2-oxo-5-(trifluoromethyl)pyrrolidin-3-yl)methyl)benzo[d]oxazol-2-yl)methyl)-1-methyl-1H-pyrazole-5-carboxamide